Benzyl 4-(2-aminothiazol-5-yl)piperidine-1-carboxylate NC=1SC(=CN1)C1CCN(CC1)C(=O)OCC1=CC=CC=C1